tert-butyl 4-hydroxy-3-(methoxymethyl)-3-(trifluoromethyl)pyrrolidine-1-carboxylate OC1C(CN(C1)C(=O)OC(C)(C)C)(C(F)(F)F)COC